CC(CCCCC)CCCCCCCCCCCCOC1=C(C=C(C(=C1)CBr)OCCCCCCCCCCCCC(C)CCCCC)CBr 1,4-bis((2-heptyl)dodecyloxy)-2,5-dibromomethylbenzene